[(1R,2S,5R)-5-methyl-2-propan-2-ylcyclohexyl]-acetate C[C@@H]1CC[C@H]([C@H](C1)CC(=O)[O-])C(C)C